FC1([C@H](C1)CNC1=NC(=NC2=CC(=CC=C12)C1=NNC=C1)N)F |r| Racemic-N4-((2,2-Difluorocyclopropyl)methyl)-7-(1H-pyrazol-3-yl)quinazoline-2,4-diamine